COC(=O)C1=CC=C2C(N1)=NC(=C2)C2=C(C(=CC=C2)Br)C (3-bromo-2-methylphenyl)Pyrrolo[5,4-b]pyridine-6-carboxylic acid methyl ester